6-cyclopropyl-1-oxido-pyridin-1-ium-3-carboxylic acid ethyl ester C(C)OC(=O)C=1C=[N+](C(=CC1)C1CC1)[O-]